COC=1C=C(C=C(C1)OC)CCN 2-(3,5-dimethoxyphenyl)ethanamine